BrC1=CC(=C(C=C1)C1(COC1)N)F 3-(4-bromo-2-fluorophenyl)oxetan-3-amine